Bis(1-adamantyl)-t-butylphosphine C12(CC3CC(CC(C1)C3)C2)P(C(C)(C)C)C23CC1CC(CC(C2)C1)C3